C1(CC1)C1OS(OC1)(=O)=O 4-cyclopropyl-1,3,2-dioxathiolane 2,2-dioxide